Dimethyl thioether CSC